C1(CC1)C1=CC=CC(=N1)C(=O)N1CC2(CC1)CC(C1=CC(=CC=C12)C1=C(C=CC=C1)C(C)C)O (6-Cyclopropylpyridin-2-yl)(3-hydroxy-5-(2-isopropylphenyl)-2,3-dihydro-spiro[indene-1,3'-pyrrolidin]-1'-yl)methanone